4-(4-(2-(cyclohexylamino)pyrimidin-4-yl)-4,5,6,7-tetrahydropyrazolo[1,5-a]pyrimidin-2-yl)-2-(thiazol-2-yl)but-3-yn-2-ol C1(CCCCC1)NC1=NC=CC(=N1)N1C=2N(CCC1)N=C(C2)C#CC(C)(O)C=2SC=CN2